4'-Chloro-5'-(7-(4-methyl-2-oxopiperazin-1-yl)-1H-indol-3-yl)-1',2'-dihydrospiro[cyclopentane-1,3'-pyrrolo[2,3-b]pyridine]-3-carboxamide ClC1=C2C(=NC=C1C1=CNC3=C(C=CC=C13)N1C(CN(CC1)C)=O)NCC21CC(CC1)C(=O)N